3-((4-((1R,5S)-3,8-diazabicyclo[3.2.1]octan-3-yl)-7-(8-chloronaphthalen-1-yl)-8-fluoropyrido[4,3-d]pyrimidin-2-yl)oxy)propanoic Acid Compound with 2,2,2-trifluoroacetaldehyde FC(C=O)(F)F.[C@H]12CN(C[C@H](CC1)N2)C=2C1=C(N=C(N2)OCCC(=O)O)C(=C(N=C1)C1=CC=CC2=CC=CC(=C12)Cl)F